ClC=1C2=CN(N=C2C(=C(C1)C1=CC(=C(OCCNC(OC(C)(C)C)=O)C=C1)CC)Cl)C(C(NC=1SC=CN1)=O)C1=C2N(C=N1)C[C@@H](C2)F tert-butyl (2-(4-(4,7-dichloro-2-(1-((R)-6-fluoro-6,7-dihydro-5H-pyrrolo[1,2-c]imidazol-1-yl)-2-oxo-2-(thiazol-2-ylamino)ethyl)-2H-indazol-6-yl)-2-ethylphenoxy)ethyl)carbamate